3,5-Dichlorobenzyl 4-((3-(2-methyl-1H-imidazol-5-yl)phenoxy)methyl)piperidine-1-carboxylate CC=1NC(=CN1)C=1C=C(OCC2CCN(CC2)C(=O)OCC2=CC(=CC(=C2)Cl)Cl)C=CC1